(3-amino-phenyl)-phenyl-methanol NC=1C=C(C=CC1)C(O)C1=CC=CC=C1